(R)-N-(6-(difluoromethyl)pyridazin-4-yl)-2,3-difluoro-8-methyl-8-(trifluoromethyl)-7,8-dihydro-6H-pyrazolo[1,5-a]pyrrolo[2,3-e]pyrimidine-6-carboxamide FC(C1=CC(=CN=N1)NC(=O)N1C[C@](C2=C1C=NC=1N2N=C(C1F)F)(C(F)(F)F)C)F